10H-spiro[acridin-9,9'-fluorene] C1=CC=CC=2C3=CC=CC=C3C3(C12)C1=CC=CC=C1NC=1C=CC=CC13